tetramethyl-N'-[3-(methyldimethoxysilyl)propyl]guanidine CN(C(N(C)C)=NC)CCC[Si](OC)(OC)C